2-(2,6-dioxo-3-piperidyl)-4-methyl-isoindoline-1,3-dione O=C1NC(CCC1N1C(C2=CC=CC(=C2C1=O)C)=O)=O